N-[(1S)-5-[2-(2-aminopyridin-3-yl)-5-(pyrazol-1-yl)imidazo[4,5-b]pyridin-3-yl]-2,3-dihydro-1H-inden-1-yl]acetamide NC1=NC=CC=C1C1=NC=2C(=NC(=CC2)N2N=CC=C2)N1C=1C=C2CC[C@@H](C2=CC1)NC(C)=O